6-(3,6-dihydro-2H-pyran-4-yl)pyrazolo[1,5-a]pyridine O1CCC(=CC1)C=1C=CC=2N(C1)N=CC2